[Cl-].CC(C)[O-] propan-2-olate chloride